methyl-octadecyl-ammonium dichloride [Cl-].[Cl-].C[NH2+]CCCCCCCCCCCCCCCCCC.C[NH2+]CCCCCCCCCCCCCCCCCC